CC1=NOC(=C1CN1N=CC(=C1)N1C(N(CC1=O)CC1=CC(=CC=C1)O)=O)C 3-(1-((3,5-dimethylisoxazol-4-yl)-methyl)-1H-pyrazol-4-yl)-1-(3-hydroxybenzyl)-imidazoline-2,4-dione